tert-butyl (2S,5R)-4-(2-fluoro-4-(trifluoromethyl)benzoyl)-2,5-dimethylpiperazine-1-carboxylate FC1=C(C(=O)N2C[C@@H](N(C[C@H]2C)C(=O)OC(C)(C)C)C)C=CC(=C1)C(F)(F)F